C1(CC1)N1[C@H](CN(CC1)C1CCN(CC1)C1=C(C=C(C(=C1)OC)NC1=NC=NC(=C1)N1OCC[C@@H]1C=1C=C(C=C(C1)F)C1=CC(=CC=C1)F)NC(C=C)=O)C N-(2-(4-((S)-4-cyclopropyl-3-methylpiperazin-1-yl)piperidin-1-yl)-5-((6-((R)-3-(3',5-difluoro-[1,1'-biphenyl]-3-yl)isoxazolidin-2-yl)pyrimidin-4-yl)amino)-4-methoxyphenyl)acrylamide